ClC1=C(C=C(C=C1)C=1C(=CC=C(C1)Cl)C(=O)O)C 4',5-dichloro-3'-methyl-[1,1'-biphenyl]-2-carboxylic acid